C1(CC1)C=1C=C(C(=NC1)C(C)N1C[C@@H](N(C[C@H]1CC)C=1C=2C(N(C(C1)=O)C)=CN(N2)CC#N)CC)C 2-(7-((2S,5R)-4-(1-(5-cyclopropyl-3-methylpyridin-2-yl)ethyl)-2,5-diethylpiperazin-1-yl)-4-methyl-5-oxo-4,5-dihydro-2H-pyrazolo[4,3-b]pyridin-2-yl)acetonitrile